methoxyphenyl-boric acid COC1=C(C=CC=C1)OB(O)O